6-({3-Cyano-6-[(cyclopropylmethyl)amino]imidazo[1,2-b]pyridazin-8-yl}amino)-N-[(1R,2S)-2-hydroxycyclopentyl]pyridin-3-carboxamid C(#N)C1=CN=C2N1N=C(C=C2NC2=CC=C(C=N2)C(=O)N[C@H]2[C@H](CCC2)O)NCC2CC2